1-((2R,4S,5S)-5-acetyl-4-((tert-butyldimethylsilyl)oxy)tetrahydrofuran-2-yl)-5-fluoropyrimidine-2,4(1H,3H)-dione C(C)(=O)[C@@H]1[C@H](C[C@@H](O1)N1C(NC(C(=C1)F)=O)=O)O[Si](C)(C)C(C)(C)C